[(2S,3R)-3-isopropoxy-7-[5-methyl-6-[1-(trifluoromethyl)cyclopropyl]pyrrolo[2,3-b]pyrazin-3-yl]-3,4,5,6-tetrahydro-2H-azepin-2-yl]methanol C(C)(C)O[C@H]1[C@@H](N=C(CCC1)C1=CN=C2C(=N1)N(C(=C2)C2(CC2)C(F)(F)F)C)CO